N[C@H](CC1=C(C=2N=NN=C(C2S1)NCC1=CC=NC=C1)Br)CCOC1CC1 (S)-6-(2-amino-4-cyclopropoxybutyl)-7-bromo-N-(pyridin-4-ylmethyl)thieno[3,2-d][1,2,3]triazin-4-amine